5,6,7,8-tetrahydro-2-methyl-5-oxoimidazo[1,5-c]pyrimidine CN1CN2C(NCCC2=C1)=O